O\N=C(/N)\C1=CC(=NC(=C1)C(F)(F)F)C(=O)OC methyl (Z)-4-(N'-hydroxycarbamimidoyl)-6-(trifluoromethyl)picolinate